ClC1=C(C(=CC(=C1)C)C)N=C(C)C1=NC(=CC=C1)C(C)=NC1=C(C=C(C=C1C)C)Cl 2,6-bis[1-(2-chloro-4,6-dimethylphenylimino)ethyl]Pyridine